CN(C\C=C\1/C(N(C2CC12)C=1C=CC=2N=CN=C(C2N1)NC1=CC(=C(C=C1)OC1=CC=2N(C=C1)N=CN2)C)=O)C (4Z)-4-[2-(dimethylamino)ethylidene]-2-{4-[(3-methyl-4-{[1,2,4]triazolo[1,5-a]pyridin-7-yloxy}phenyl)amino]pyrido[3,2-d]pyrimidin-6-yl}-2-azabicyclo[3.1.0]hexan-3-one